ClC1=CC=C2C(=N1)N=C(O2)N2CCC1=CC(NC=C1C2)=O 7-(5-chlorooxazolo[4,5-b]pyridin-2-yl)-2,5,6,8-tetrahydro-2,7-naphthyridin-3-one